1,8-bis(diphenylphosphino)octane C1(=CC=CC=C1)P(CCCCCCCCP(C1=CC=CC=C1)C1=CC=CC=C1)C1=CC=CC=C1